(3S)-hydroxy-tetrahydrofuran OC1OCCC1